(3R,6R)-1-N-t-Butoxycarbonyl-4-(7-chloro-6-fluoro-1-(2-isopropyl-4-methylpyridin-3-yl)-3-nitro-2-oxo-1,2-dihydro-1,8-naphthyridin-4-yl)-6-methylpiperazine-3-carboxylate C(C)(C)(C)OC(=O)N1C[C@@H](N(C[C@H]1C)C1=C(C(N(C2=NC(=C(C=C12)F)Cl)C=1C(=NC=CC1C)C(C)C)=O)[N+](=O)[O-])C(=O)[O-]